5'-(diphenylphosphino)ferrocene C1(=CC=CC=C1)P(C1=CC=C[CH-]1)C1=CC=CC=C1.[CH-]1C=CC=C1.[Fe+2]